3-benzyl-6-((4-chloropyridin-2-yl)methyl)-2,3,4,6-tetrahydropyrido[3,4-c][1,8]naphthyridin-5(1H)-one C(C1=CC=CC=C1)N1CC=2C(N(C=3N=CC=CC3C2CC1)CC1=NC=CC(=C1)Cl)=O